15-hydroxy-eicosapentaenoic acid OC(CCCC=CC=CC=CC=CC=CC(=O)O)CCCCC